FC=1C=C2C=C(NC2=CC1OCC=1N=CSC1)CNC(=O)C1OCC1 N-((5-fluoro-6-(thiazol-4-ylmethoxy)-1H-indol-2-yl)methyl)oxetane-2-carboxamide